CN(CC(=O)NC1=CC2=C(C=N1)C=C(N2C)C2=NC=NC(=C2)C)C 2-(dimethylamino)-N-(1-methyl-2-(6-methylpyrimidin-4-yl)-1H-pyrrolo[3,2-c]pyridin-6-yl)acetamide